ClC1=CC(=NC2=CC=C(C=C12)C)N1CCS(C2=C(C1)C=CC=C2)(=N)=O 4-(4-chloro-6-methylquinolin-2-yl)-2,3,4,5-tetrahydro-1H-1lambda~4~,4-benzothiazepin-1-imine 1-oxide